BrC=1C=C2C(=NC1)C(CC2)(C(=O)OCC)C ethyl 3-bromo-7-methyl-5H,6H-cyclopenta[b]pyridine-7-carboxylate